O=C1CCC(N1CC1=C(C(=CC(=C1)F)F)F)CC(=O)O 2-[5-oxo-1-[(2,3,5-trifluorophenyl)methyl]pyrrolidin-2-yl]acetic acid